FC1=C(C=CC(=C1)F)S(=O)(=O)NC=1C(=NC=C(C1)C=1C=C2C(=NC=NC2=CC1)NC1CN(CC1)C(\C=C\C(C)=O)=O)OC (E)-2,4-difluoro-N-(2-methoxy-5-(4-((1-(4-oxopent-2-enoyl)pyrrolidin-3-yl)amino)quinazolin-6-yl)pyridin-3-yl)benzenesulfonamide